Cl.O=C1C(=CC=NN1CC1CCN(CC1)CCNC(C)=O)C1=CC=CC=C1 N-(2-{4-[(6-oxo-5-phenyl-1,6-dihydropyridazin-1-yl)methyl]piperidin-1-yl}ethyl)acetamide hydrochloride